CN1C=CC2=CC(=CC=C12)CC1=CC=C(C=C1)NCC(=O)O (4-((1-Methyl-1H-indol-5-yl)methyl)phenyl)glycine